3,3-bis[1,1-bis(4-pyrrolidinylphenyl)ethen-2-yl]-4,5,6,7-tetrabromophthalide N1(CCCC1)C1=CC=C(C=C1)C(=CC1(OC(=O)C2=C(C(=C(C(=C12)Br)Br)Br)Br)C=C(C1=CC=C(C=C1)N1CCCC1)C1=CC=C(C=C1)N1CCCC1)C1=CC=C(C=C1)N1CCCC1